C1(CC1)C1=CC(=CC(=N1)C(=O)O)CN1C[C@H](C(CC1)(F)F)C |r| racemic-6-cyclopropyl-4-{[4,4-difluoro-3-methylpiperidin-1-yl]methyl}pyridine-2-carboxylic acid